COC1=C(C=C2C3=C(C(OC2=C1)(C)C)C=C(C(=C3)C)NC(OC(C)(C)C)=O)C tert-butyl (3-methoxy-2,6,6,9-tetramethyl-6H-benzo[c]chromen-8-yl)carbamate